2,2'-(m-tolylazanediyl)diethanol C1(=CC(=CC=C1)N(CCO)CCO)C